FC1=CC(=CC2=C1N=CS2)C(=O)NS(N)(=O)=O 4-fluoro-N-sulfamoylbenzo[d]thiazole-6-carboxamide